CC1=C(C=C(C2=C1C1C3C4C5=C(C=CC(C5C4C(C12)C3)([N+](=O)[O-])C)C)C)[N+](=O)[O-] 1,4,6,9-tetramethyl-2,6-dinitro-4b,5,5a,9b,10,10a-hexahydro-5,10-methanobenzo[3,4]cyclobuta[1,2-b]biphenylene